C(#N)C=1C=CC=C2NC[C@@H](NC12)[C@@H](C1=CC(=CC=C1)F)NCCC=1C=C(C=CC1)CC(=O)O 2-(3-(2-(((R)-((R)-8-cyano-1,2,3,4-tetrahydroquinoxalin-2-yl)(3-fluorophenyl)methyl)amino)ethyl)phenyl)acetic acid